(S)-2-methylenetetrahydro-1H-pyrrolizin C=C1C[C@@H]2CCCN2C1